Cl.N[C@H](C(=O)N)C[C@H]1C(N[C@@H]2C[C@H]12)=O (S)-2-amino-3-((1R,4R,5R)-3-oxo-2-azabicyclo[3.1.0]hexan-4-yl)propanamide hydrochloride